CN(CC(C)N1C(NC2=CC=C(C=C2C1=O)F)=S)C 3-(1-(Dimethylamino)propan-2-yl)-6-fluoro-2-thioxo-2,3-dihydroquinazolin-4(1H)-one